(3R)-3-(9H-fluoren-9-ylmethoxycarbonyl-amino)butanoic acid C1=CC=CC=2C3=CC=CC=C3C(C12)COC(=O)N[C@@H](CC(=O)O)C